(S)-1-(1-benzylpyrrolidine-3-yl)-3-(4-methoxyphenyl)urea C(C1=CC=CC=C1)N1C[C@H](CC1)NC(=O)NC1=CC=C(C=C1)OC